C1=CC=CC=2C3=CC=CC=C3N(C12)C=1C=C(C=CC1)B(O)O (3-(9-carbazolyl)phenyl)boronic acid